1-[[6-(4,4-difluorocyclohexyl)-5-fluoropyridin-3-yl]methyl]imidazole-4-carboxylic acid ethyl ester C(C)OC(=O)C=1N=CN(C1)CC=1C=NC(=C(C1)F)C1CCC(CC1)(F)F